4-cyclopropyl-5-[8-imino-7-methyl-9-[[4-[1-methyl-4-(trifluoromethyl)imidazol-2-yl]phenyl]methyl]purin-2-yl]-6-methoxy-N-methyl-pyrimidin-2-amine C1(CC1)C1=NC(=NC(=C1C1=NC=C2N(C(N(C2=N1)CC1=CC=C(C=C1)C=1N(C=C(N1)C(F)(F)F)C)=N)C)OC)NC